FC1=NC=CC(=C1)OCCOCCOCCI 2-fluoro-4-(2-(2-(2-iodoethoxy)ethoxy)ethoxy)pyridine